7-isopropyl-9-oxo-10-thia-9,10-dihydro-anthracene-2-yldi-p-tolyl-sulfonium C(C)(C)C1=CC=C2SC=3C=CC(=CC3C(C2=C1)=O)[S+](C1=CC=C(C=C1)C)C1=CC=C(C=C1)C